3-(3-Chloro-4-fluorophenyl)-1-(1-(7,8-difluoro-1-oxo-1,2-dihydroisoquinolin-4-yl)ethyl)-1-methylurea ClC=1C=C(C=CC1F)NC(N(C)C(C)C1=CNC(C2=C(C(=CC=C12)F)F)=O)=O